N,N-dimethyl-7-azaspiro[3.5]nonane-2-amine CN(C1CC2(C1)CCNCC2)C